C1(CC1)C#CC#CC1=C(C=C(C=C1)CC(C(=O)NCC(F)F)C=1N=CNC(C1O)=O)F 3-(4-(cyclopropylbuta-1,3-diyn-1-yl)-3-fluorophenyl)-N-(2,2-difluoroethyl)-2-(5-hydroxy-6-oxo-1,6-dihydropyrimidin-4-yl)propanamide